[N+](=O)([O-])C1=C(CNCCOC2=CC=CC=C2)C=CC=C1 N-(2-nitrobenzyl)-2-phenoxyethan-1-amine